CC(C)(COP(=O)([O-])OP(=O)([O-])OC[C@@H]1[C@H]([C@H]([C@@H](O1)N2C=NC3=C(N=CN=C32)N)O)OP(=O)([O-])[O-])[C@H](C(=O)NCCC(=O)NCCSC(=O)CCCCCCC/C=C\\CCCCCCCCO)O The molecule is a monounsaturated fatty acyl-CoA(4-) obtained by deprotonation of the phosphate and diphosphate OH groups of 18-hydroxyoleoyl-CoA; major species at pH 7.3. It is an omega-hydroxy fatty acyl-CoA(4-), a long-chain fatty acyl-CoA(4-) and a monounsaturated fatty acyl-CoA(4-). It is a conjugate base of a 18-hydroxyoleoyl-CoA.